C1CC12NCCN(C2)C2=CC=C(N=N2)C2=NC=C(C=C2O)C2=CC1=CN(N=C1C(=C2)F)C 2-[6-(4,7-diazaspiro[2.5]octan-7-yl)pyridazin-3-yl]-5-(7-fluoro-2-methyl-2H-indazol-5-yl)pyridin-3-ol